3-(2-Cyanopropan-2-yl)cyclobutyl(8-amino-7-fluoro-6-(8-methyl-2,3-dihydro-1H-pyrido[2,3-b][1,4]oxazin-7-yl)isoquinolin-3-yl)carbamate C(#N)C(C)(C)C1CC(C1)N(C([O-])=O)C=1N=CC2=C(C(=C(C=C2C1)C1=C(C2=C(OCCN2)N=C1)C)F)N